C(C)(=O)OC1[C@H](OC(C)=O)[C@@H](OC(C)=O)[C@H](OC(C)=O)[C@H](O1)COC(C)=O 1,2,3,4,6-penta-O-acetyl-glucopyranose